(7-bromo-2,3-dihydropyrazolo[5,1-b]oxazol-2-yl)methoxy-tert-butyl-dimethyl-silane BrC=1C=NN2C1OC(C2)CO[Si](C)(C)C(C)(C)C